ClC=1C(=CC2=C(N(C[C@H](N(S2(=O)=O)C)CC(C)C)C2=CC=CC=C2)C1)C=1C=C(C(=C(C(=O)O)C1)F)OC (R)-5-(7-chloro-3-isobutyl-2-methyl-1,1-dioxido-5-phenyl-2,3,4,5-tetrahydrobenzo[f][1,2,5]thiadiazepin-8-yl)-2-fluoro-3-methoxybenzoic acid